ClC1=C(C=NC(=C1F)C)[C@H]1N(C[C@@H](C1)O)C(=O)OC(C)(C)C tert-butyl (2S,4R)-2-(4-chloro-5-fluoro-6-methylpyridin-3-yl)-4-hydroxypyrrolidine-1-carboxylate